N1(CCCCC1)C1=C(C=CC=C1)NS(=O)(=O)C1=CC=CC=C1 N-(2-(piperidin-1-yl)phenyl)benzenesulfonamide